C(C)OC(=O)C1(CSCC1CC(=O)OCC)N1C2=NC=NC(=C2N=C1)N1CCCCC1 (Rac)-ethyl-4-(2-ethoxy-2-oxoethyl)-3-(6-(piperidin-1-yl)-9H-purin-9-yl)tetrahydro-thiophene-3-carboxylate